C(C)(=O)N[C@H]1[C@@H](O[C@@H]([C@H]([C@@H]1O)O)CO)C1=NOC(=C1)C (2-acetamido-2-deoxy-beta-D-glucopyranosyl)-5-methylisoxazole